ClC1=NC(=CC(=C1)CC(=O)OCC)Cl ethyl 2-(2,6-dichloropyridin-4-yl)acetate